4-(2-(bis(2-methoxyethyl)amino)-8-(4-methoxypiperidin-1-yl)-6-(4-(methylsulfonyl)piperazin-1-yl)pyrimido[5,4-d]pyrimidin-4-yl)-1-methylpiperazin-2-one COCCN(C=1N=C(C2=C(N1)C(=NC(=N2)N2CCN(CC2)S(=O)(=O)C)N2CCC(CC2)OC)N2CC(N(CC2)C)=O)CCOC